3-[(5-methyl-3-pyridyl)sulfamoyl]propionic acid CC=1C=C(C=NC1)NS(=O)(=O)CCC(=O)O